FCCCCCCCCC(CCCCCCCC)OC(=O)CCCCCN(CCCCC(C(=O)OCCCCCCCCCCC(C)C)C)CCO 11-methyldodecyl 6-{[5-(9-fluoro-1-octylnonyloxycarbonyl)pentyl](2-hydroxyethyl)amino}-2-methylhexanoate